(R)-2-methoxypropionic acid CO[C@@H](C(=O)O)C